3-[1-(cyclopropylamino)-2-fluoro-2-methyl-propyl]-2-fluoro-benzonitrile C1(CC1)NC(C(C)(C)F)C=1C(=C(C#N)C=CC1)F